2-(chloromethoxy)ethyltrimethylsilane ClCOCC[Si](C)(C)C